(3S)-7-((2S,5R)-4-acryloyl-2,5-dimethylpiperazin-1-yl)-9-chloro-10-(2,4-difluorophenyl)-3-((((S)-1-methylpyrrolidin-3-yl)oxy)methyl)-2H-[1,4]oxazino[2,3,4-ij]quinazolin-5(3H)-one C(C=C)(=O)N1C[C@@H](N(C[C@H]1C)C1=NC(N2C3=C(C(=C(C=C13)Cl)C1=C(C=C(C=C1)F)F)OC[C@@H]2CO[C@@H]2CN(CC2)C)=O)C